((4-((trimethylsilyl)ethynyl)phenyl)amino)cyclopentane-1-carbonitrile C[Si](C)(C)C#CC1=CC=C(C=C1)NC1(CCCC1)C#N